tert-butyl (7-(((S)-1-((2S,4R)-4-hydroxy-2-(((S)-1-(4-(4-methylthiazol-5-yl)phenyl)ethyl) carbamoyl)pyrrolidin-1-yl)-3,3-dimethyl-1-oxobutan-2-yl)amino)-7-oxoheptyl)carbamate O[C@@H]1C[C@H](N(C1)C([C@H](C(C)(C)C)NC(CCCCCCNC(OC(C)(C)C)=O)=O)=O)C(N[C@@H](C)C1=CC=C(C=C1)C1=C(N=CS1)C)=O